Benzyl (3S,5S)-3-((6-(4-amino-3-fluorophenyl)-8-isopropyl-7-oxo-7,8-dihydropteridin-2-yl)amino)-5-fluoropiperidine-1-carboxylate NC1=C(C=C(C=C1)C1=NC=2C=NC(=NC2N(C1=O)C(C)C)N[C@@H]1CN(C[C@H](C1)F)C(=O)OCC1=CC=CC=C1)F